4-[1-(1-ethyl-2,3-dihydro-1H-indene-4-yl)vinyl]-1H-imidazole C(C)C1CCC2=C(C=CC=C12)C(=C)C=1N=CNC1